N-(1-{4-[(3-chlorobenzene-1-carbonyl)amino]phenyl}cyclobutyl)pyrazine-2-carboxamide ClC=1C=C(C=CC1)C(=O)NC1=CC=C(C=C1)C1(CCC1)NC(=O)C1=NC=CN=C1